[Na+].COC1=CC=C(CN(S(=O)(=O)C2=NN(C=C2)C(C(=O)[O-])(C)C)CC2=CC=C(C=C2)OC)C=C1 2-(3-(N,N-bis(4-methoxybenzyl)sulfamoyl)-1H-pyrazol-1-yl)-2-methylpropionic acid sodium salt